C1(CCC1)N1C(=NC2=C(C1=O)C=NN2C)SCC2=CC(=CC=C2)F 5-cyclobutyl-6-((3-fluorobenzyl)thio)-1-methyl-1H-pyrazolo[3,4-d]pyrimidin-4(5H)-one